C1(=CC=CC=C1)C(C)C(C)NC(C(=O)O)(C)O 2-(2-phenylbutan-3-yl)amino-2-hydroxy-propanoic acid